NC1=C(C=C(C=C1)C1=CN(C=2N=CN=C(C21)N)C2CC2)OC 5-(4-amino-3-methoxyphenyl)-7-cyclopropyl-7H-pyrrolo[2,3-d]pyrimidin-4-amine